[Si](C)(C)(C(C)(C)C)OC[C@H](COC=1N=C(C2=C(N1)C(=C(N=C2)C2=CC(=CC1=CC=C(C(=C21)CC)F)OCOC)F)N2C[C@@](CCC2)(O)C)C (3R)-1-[2-[(2S)-3-[tert-butyl(dimethyl)silyl]oxy-2-methyl-propoxy]-7-[8-ethyl-7-fluoro-3-(methoxymethoxy)-1-naphthyl]-8-fluoro-pyrido[4,3-d]pyrimidin-4-yl]-3-methyl-piperidin-3-ol